N,N'-Bis[2-hydroxy-5-(carboxyethyl)-benzyl]ethylenediamine OC1=C(CNCCNCC2=C(C=CC(=C2)CCC(=O)O)O)C=C(C=C1)CCC(=O)O